ethyl (R)-12'-(benzyloxy)-11'-chloro-8'-oxo-1',2',8',13b'-tetrahydrospiro[cyclobutane-1,3'-pyrido[2,1-a]pyrrolo[1,2-c]phthalazine]-7'-carboxylate C(C1=CC=CC=C1)OC1=CC=2[C@@H]3N(N4C(C2C=C1Cl)=CC(C(=C4)C(=O)OCC)=O)C4(CC3)CCC4